11-benzhydryl-4-hydroxy-7-methyl-7,8,9,10,10a,11-hexahydropyrido[1',2':4,5]pyrazino[1,2-b]pyridazine-3,5-dione C(C1=CC=CC=C1)(C1=CC=CC=C1)C1C2N(C(C=3N1N=CC(C3O)=O)=O)C(CCC2)C